ClC=1C=CC2=C(C(C[C@H](O2)C(=O)NC23CC(C2)(C3)NC(COC3=CC(=C(C=C3)Cl)F)=O)=O)C1 (2S)-6-chloro-N-{3-[2-(4-chloro-3-fluorophenoxy)acetamido]bicyclo[1.1.1]pentan-1-yl}-4-oxo-3,4-dihydro-2H-1-benzopyran-2-carboxamide